3-acryloyl-2-oxazolone C(C=C)(=O)N1C(OC=C1)=O